NC=1C2=C(N=CN1)N(C=C2C#CC2=CC1=C(N(C=N1)C(F)F)C=C2F)[C@H]2C[C@@H](N(C2)C(C=C)=O)COC 1-[(2R,4S)-4-(4-Amino-5-[2-[1-(difluoromethyl)-6-fluoro-1,3-benzodiazol-5-yl]ethynyl]pyrrolo[2,3-d]pyrimidin-7-yl)-2-(methoxymethyl)pyrrolidin-1-yl]prop-2-en-1-one